4-(2-methyl-4-phenyl-5-oxazolyl)benzenesulfonamide CC=1OC(=C(N1)C1=CC=CC=C1)C1=CC=C(C=C1)S(=O)(=O)N